octafluorophenylsulfide FC=1C(C(C(C(C1)(F)SC1(C(C(C(C(=C1)F)(F)F)(F)F)(F)F)F)(F)F)(F)F)(F)F